phenyl (2-((tert-butyldimethylsilyl)oxy)ethyl)carbamate [Si](C)(C)(C(C)(C)C)OCCNC(OC1=CC=CC=C1)=O